1-(4-iodo-phenylamino)-3-aza-bicyclo[3.1.1]heptane-2,4-dione IC1=CC=C(C=C1)NC12C(NC(C(C1)C2)=O)=O